FC=1C=C(C=CC1C(F)(F)F)S(=O)(=O)N1C[C@@H](OCC1)C1=C(SC2=C1C=CC=C2)C(=O)N |o1:16| 3-[(S) or (R)-4-[3-fluoro-4-(trifluoromethyl)phenyl]sulfonylmorpholin-2-yl]benzothiophene-2-carboxamide